2-((9-(2-((4-((2-((tert-butoxycarbonyl)amino)-4-fluorophenyl)carbamoyl)phenyl)amino)-2-oxoethoxy)nonyl)oxy)acetic acid C(C)(C)(C)OC(=O)NC1=C(C=CC(=C1)F)NC(=O)C1=CC=C(C=C1)NC(COCCCCCCCCCOCC(=O)O)=O